N1[C@@H](CCC1=O)C(=O)O (2S)-5-pyrrolidone-2-carboxylic acid